N-(3-fluoro-4-((pyridin-2-ylmethoxy)methyl)phenyl)-3-(4,4,5,5-tetramethyl-1,3,2-dioxaborolan-2-yl)benzamide FC=1C=C(C=CC1COCC1=NC=CC=C1)NC(C1=CC(=CC=C1)B1OC(C(O1)(C)C)(C)C)=O